(3S)-6-Chloro-2'-(3-chloro-4-fluorophenyl)-5'-(2,4-dimethoxypyrimidin-5-yl)-6'-(propan-2-yl)-1,2,3',5'-tetrahydro-2'H-spiro[indol-3,1'-pyrrolo[3,4-c]pyrrol]-2,3'-dion ClC1=CC=C2C(=C1)NC([C@]21N(C(C=2C1=C(N(C2)C=2C(=NC(=NC2)OC)OC)C(C)C)=O)C2=CC(=C(C=C2)F)Cl)=O